[W](O)(O)(O)O.[Co].[Fe] iron-cobalt-tungsten hydroxide